ClC1=CN(C2=NC=CC(=C21)OC2=CC(=C(C=C2)NC(OC(C)(C)C)=O)C)COCC[Si](C)(C)C Tert-Butyl (4-((3-chloro-1-((2-(trimethylsilyl)ethoxy)methyl)-1H-pyrrolo[2,3-B]pyridin-4-yl)oxy)-2-methylphenyl)carbamate